5-iodo-2-((4-(trifluoromethyl)phenyl)amino)benzonitrile IC=1C=CC(=C(C#N)C1)NC1=CC=C(C=C1)C(F)(F)F